5-fluoro-N-(2-fluorophenyl)-4-(3-oxo[1,2,4]triazolo[4,3-a]pyridin-2(3H)-yl)-2-{[(2S)-1,1,1-trifluoroprop-2-yl]oxy}benzamide FC=1C(=CC(=C(C(=O)NC2=C(C=CC=C2)F)C1)O[C@H](C(F)(F)F)C)N1N=C2N(C=CC=C2)C1=O